FC=1C(=NC=C(C1)F)[C@@H](C)NC(CC=1C(NC2=CC=C(C(=C2C1)C)OC)=O)=O (R)-N-(1-(3,5-difluoropyridin-2-yl)ethyl)-2-(6-methoxy-5-methyl-2-oxo-1,2-dihydroquinolin-3-yl)acetamide